1-(2,4-difluorophenyl)-N-[(2,3-difluorophenyl)methyl]-5-oxopyrrolidine-3-carboxamide FC1=C(C=CC(=C1)F)N1CC(CC1=O)C(=O)NCC1=C(C(=CC=C1)F)F